BrC1=CC(=CN2C1=NC(=CC2=O)N2[C@@H](COCC2)C=C)F (R)-9-bromo-7-fluoro-2-(3-vinylmorpholino)-4H-pyrido[1,2-a]pyrimidin-4-one